C(C)OC(=O)C1=C(OC2=C1C=C(C=C2)OCC2C(CCC2)(F)F)C 5-((2,2-difluorocyclopentyl)methoxy)-2-methylbenzofuran-3-carboxylic acid ethyl ester